Sodium Methyl Myristoyl Taurate CCCCCCCCCCCCCC(=O)N(C)CCS(=O)(=O)[O-].[Na+]